COC1=CC=C(C=C1)N1C=C(C=C1)C(=O)OC methyl 1-(4-methoxyphenyl)-1H-pyrrole-3-carboxylate